(S)-2-amino-5-(2-amino-1H-imidazol-1-yl)pentanoic acid compound with 2,2,2-trifluoroacetic acid FC(C(=O)O)(F)F.N[C@H](C(=O)O)CCCN1C(=NC=C1)N